2,7-bis(trimethylstannyl)-4,4,9,9-tetramethyl-4,9-dihydro-s-indaceno[1,2-b:5,6-b']dithiophene C[Sn](C1=CC2=C(S1)C1=CC=3C(C4=C(SC(=C4)[Sn](C)(C)C)C3C=C1C2(C)C)(C)C)(C)C